ClC1=CC=NC2=CC=C(C=C12)C1=C(C=C(C=C1)C(=O)N1C(CCCC1)C)F (4-(4-chloroquinolin-6-yl)-3-fluorophenyl)(2-methylpiperidin-1-yl)methanone